Methyl (S)-3-(2-(Benzyloxy)-3-methoxyphenyl)-2-((tert-butoxycarbonyl)amino)propionate C(C1=CC=CC=C1)OC1=C(C=CC=C1OC)C[C@@H](C(=O)OC)NC(=O)OC(C)(C)C